OC=1C=CC2=C(COC(N2)=O)C1 6-hydroxy-1,4-dihydro-3,1-benzoxazine-2-one